[O].[Ce].[Ta].[Zr].[La].[Li] lithium lanthanum zirconium tantalum cerium oxygen